4-(((3-Bromo-5-fluorobenzyl)oxy)methyl)-1-trityl-1H-imidazole BrC=1C=C(COCC=2N=CN(C2)C(C2=CC=CC=C2)(C2=CC=CC=C2)C2=CC=CC=C2)C=C(C1)F